C1(=CC=CC=C1)N1CCN(C12COC2)C(=O)C2=CC=C(C=O)C=C2 4-(8-phenyl-2-oxa-5,8-diazaspiro[3.4]octane-5-carbonyl)benzaldehyde